tetra-epoxycyclohexane-phthalic anhydride C123C(C45C(C(C1)C=1C=CC=C6C1C(=O)OC6=O)(O4)O5)(O2)O3